tert-butyl 7-[4-[3-chloro-2-fluoro-4-[(1-fluorocyclopropyl)methoxy]anilino]-7-fluoro-pyrido[3,2-d]pyrimidin-6-yl]-4,7-diazaspiro[2.5]octane-4-carboxylate ClC=1C(=C(NC=2C3=C(N=CN2)C=C(C(=N3)N3CCN(C2(CC2)C3)C(=O)OC(C)(C)C)F)C=CC1OCC1(CC1)F)F